N-[4-[1-[4-(trifluoromethoxy)phenyl]-1,2,4-triazol-3-yl]phenyl]carbamic acid [(2s,3r,4r,5s,6s)-3,4,5-trimethoxy-6-methyl-tetrahydropyran-2-yl] ester CO[C@H]1[C@@H](O[C@H]([C@@H]([C@H]1OC)OC)C)OC(NC1=CC=C(C=C1)C1=NN(C=N1)C1=CC=C(C=C1)OC(F)(F)F)=O